ClC1=C2C(=NN(C2=CC=C1)S(=O)(=O)C1=CC=C(C=C1)C(C)(F)F)N1CC(C1)(F)F 4-Chloro-3-(3,3-difluoroazetidin-1-yl)-1-((4-(1,1-difluoroethyl)phenyl)sulfonyl)-1H-indazole